2-(5H-Imidazo[5,1-a]isoindol-5-yl)cycloheptan-1-ol C=1N=CN2C1C1=CC=CC=C1C2C2C(CCCCC2)O